O1[C@@H]2CN([C@H](C3=C1C=CC=C3)C2)C(=O)C2CCN(CC2)C=2C3=C(N=CN2)SC=N3 [(2S,5S)-2,3-dihydro-2,5-methano-1,4-benzoxazepin-4(5H)-yl][1-([1,3]thiazolo[5,4-d]pyrimidin-7-yl)piperidin-4-yl]methanone